N-((5-cyclopropyl-1H-indazol-4-yl)methyl)-4-(difluoromethyl)-3-fluorobenzamide C1(CC1)C=1C(=C2C=NNC2=CC1)CNC(C1=CC(=C(C=C1)C(F)F)F)=O